CN1C(OC2(C1)CCNCC2)=O 3-methyl-1-oxa-3,8-diazaspiro[4.5]decan-2-one